COC=1C(=C2C=CN(C2=C(C1)C)S(=O)(=O)C1=CC=C(C)C=C1)CN1C(CN(CC1)C(=O)OC(C)(C)C)C1=CC=C(C=C1)C(=O)OC tert-butyl 4-((5-methoxy-7-methyl-1-tosyl-1H-indol-4-yl)-methyl)-3-(4-(methoxycarbonyl)phenyl)piperazine-1-carboxylate